{3-[(1R)-1-aminoethyl]-2-fluorophenyl}(difluoro)acetic acid ethyl ester C(C)OC(C(F)(F)C1=C(C(=CC=C1)[C@@H](C)N)F)=O